N-{8-methyl-8-azabicyclo[3.2.1]octan-3-yl}-2-[4-(prop-2-enamido)quinolin-6-yl]pyrimidine-4-carboxamide CN1C2CC(CC1CC2)NC(=O)C2=NC(=NC=C2)C=2C=C1C(=CC=NC1=CC2)NC(C=C)=O